3-(1H-imidazol-1-yl)-N-((2,3,4,9-tetrahydro-1H-carbazol-3-yl)methyl)propylamine N1(C=NC=C1)CCCNCC1CCC=2NC3=CC=CC=C3C2C1